CC(CC(C)C)OCCCCCCCCCCCCCC 1,3-dimethylbutyltetradecyl ether